CN(CC(C(F)(F)C=1C(=C(C=CC1)[C@@H](C)NC1=NC(=NC2=CC3=C(C=C12)N(C(C3(C)OC)=O)C)C)F)(C)O)C 4-(((1R)-1-(3-(3-(dimethylamino)-1,1-difluoro-2-hydroxy-2-methylpropyl)-2-fluorophenyl)ethyl)amino)-8-methoxy-2,6,8-trimethyl-6,8-dihydro-7H-pyrrolo[2,3-g]quinazolin-7-one